S(=O)(=O)=C1C(CC1)=O sulfonyl-cyclobutanone